lithium 3-(3H-[1,2,3]triazolo[4,5-b]pyridin-5-yl)-5-nitrobenzoate N1=NNC2=NC(=CC=C21)C=2C=C(C(=O)[O-])C=C(C2)[N+](=O)[O-].[Li+]